N2,N2,N4-tris[(2,4-dimethoxyphenyl)methyl]-5-iodo-6-methyl-pyridine-2,3,4-triamine COC1=C(C=CC(=C1)OC)CN(C1=NC(=C(C(=C1N)NCC1=C(C=C(C=C1)OC)OC)I)C)CC1=C(C=C(C=C1)OC)OC